(4S)-4-amino-1,1-dimethoxy-4-(pyrazin-2-yl)butan-2-ol N[C@@H](CC(C(OC)OC)O)C1=NC=CN=C1